3-({[(4S)-7-(2-methylthiophene-3-yl)-3,4-dihydro-2H-1-benzopyran-4-yl]methyl}amino)pyridine-4-carboxylic acid CC=1SC=CC1C1=CC2=C([C@H](CCO2)CNC=2C=NC=CC2C(=O)O)C=C1